N-[6-(5-chloro-2-fluorophenyl)pyridazin-4-yl]-7-(2-{4-[2-(dimethylamino)ethyl]piperazin-1-yl}ethoxy)quinolin-4-amine ClC=1C=CC(=C(C1)C1=CC(=CN=N1)NC1=CC=NC2=CC(=CC=C12)OCCN1CCN(CC1)CCN(C)C)F